3-bromocyclobutanol BrC1CC(C1)O